2-(7-Cyano-5-isopropylbenzothiophen-2-yl)-4-methylthiazole-5-carboxylic acid C(#N)C1=CC(=CC=2C=C(SC21)C=2SC(=C(N2)C)C(=O)O)C(C)C